6-Amino-3-(4'-chloro-2-methyl-1',2'-dihydrospiro[cyclopropane-1,3'-pyrrolo[2,3-b]pyridin]-5'-yl)-2-fluoro-N,N-dimethylbenzamide NC1=CC=C(C(=C1C(=O)N(C)C)F)C=1C(=C2C(=NC1)NCC21C(C1)C)Cl